2-acetyl-4-(pyrrolidin-1-yl)-1,2-dihydrobenzo[g]phthalazine-1-carbonitrile C(C)(=O)N1N=C(C=2C=C3C(=CC2C1C#N)C=CC=C3)N3CCCC3